C(C)C1(COC1)COCCC[Si](OCC)(OCC)OCC 3-ethyl-3-{[3-(triethoxysilyl)propoxy]methyl}oxetan